C(C)(C)(C)OC(=O)N1N=C(C=2C1=CN=CC2C2=C(C=CC=C2OC)F)I (2-fluoro-6-methoxyphenyl)-3-iodo-1H-pyrazolo[3,4-c]pyridine-1-carboxylic acid tert-butyl ester